ascorbic acid diacetate C(C)(=O)O.C(C)(=O)O.O=C1C(O)=C(O)[C@H](O1)[C@@H](O)CO